4-[1-(ethylcarbamoyl)cyclobutyl-phenyl]benzamide C(C)NC(=O)C1(CCC1)C1=C(C=CC=C1)C1=CC=C(C(=O)N)C=C1